C1(=CC=CC2=CC=CC=C12)S(=O)(=O)[O-].[Na+] sodium naphthalenesulfonate salt